tert-butyl cis-3-methyl-1-(methylsulfonyloxymethyl)-6-azabicyclo[3.1.1]heptane-6-carboxylate CC1CC2(N(C(C1)C2)C(=O)OC(C)(C)C)COS(=O)(=O)C